O=C1CN(C1)C1=CC=C(C=C1)C1C(N(C(CC1)=O)COCC[Si](C)(C)C)=O 3-(4-(3-oxoazetidin-1-yl)phenyl)-1-((2-(trimethylsilyl)ethoxy)methyl)piperidine-2,6-dione